ClC1=C(OCC2=NC=CC(=N2)OC2CCN(CC2)CC2=NC3=C(N2C[C@H]2OCC2)C=C(C=C3)C(=O)O)C=CC(=C1)Cl 2-{[4-({2-[(2,4-dichlorophenoxy)methyl]pyrimidin-4-yl}oxy)piperidin-1-yl]methyl}-1-{[(2S)-oxetan-2-yl]methyl}-1H-1,3-benzodiazole-6-carboxylic acid